CC1=C(C2=C(N=CN=C2NC2(CC2)C)O1)C(=O)NC1=CC(=CC=C1)C 6-methyl-4-[(1-methylcyclopropyl)amino]-N-(3-methylphenyl)furo[2,3-d]pyrimidine-5-carboxamide